1H-pyrrolo[3,2-c]pyridine-1,2-dicarboxylic acid 1-tert-butyl 2-ethyl ester CCOC(=O)C1=CC=2C=NC=CC2N1C(=O)OC(C)(C)C